C(C)(C)(C)OC(=O)N[C@H]1CC[C@H](C[C@@H]2N(C1=O)[C@@H](CC2)C(=O)O)CC (3S,6S,9R,10aR)-6-((tert-butoxycarbonyl)amino)-9-ethyl-5-oxodecahydropyrrolo[1,2-a]azocine-3-carboxylic acid